(E)-2-azido-4-phenylbut-3-en-1-ol N(=[N+]=[N-])C(CO)\C=C\C1=CC=CC=C1